N-ethyl-N-(2,2,2-trifluoro-1-(4-fluorophenyl)ethyl)-[1,2,3]triazolo[1,5-a]pyridine-5-sulfonamide C(C)N(S(=O)(=O)C1=CC=2N(C=C1)N=NC2)C(C(F)(F)F)C2=CC=C(C=C2)F